[Cl-].N1(CCCC1)C1=NC(=NC2=CC=CC=C12)NCC[NH3+] 2-((4-(pyrrolidin-1-yl)quinazolin-2-yl)amino)ethanaminium chloride